C(C)(C)OC=1C(=CC2=C(N=C(S2)N2CCN(CC2)C(=O)OC(C)(C)C)C1)C(NC=1C=NN2C1N=CC=C2)=O tert-butyl 4-(5-isopropoxy-6-(pyrazolo[1,5-a]pyrimidin-3-ylcarbamoyl)benzo[d]thiazol-2-yl)piperazine-1-carboxylate